1H-pyrazolo[3,4-b]pyrazin N1N=CC=2C1=NC=CN2